O1N=CC=C1CC(=O)NC1=NNC(=C1)[C@@H]1C[C@@H](CC1)CCCCNC([O-])=O (1R,3S)-3-{3-[(1,2-oxazol-5-ylacetyl)amino]-1H-pyrazol-5-yl}cyclopentylbutylcarbamate